C(#N)C1=CC(=C(C(=C1)F)NC=1N(C2=NC(=NC=C2N1)N[C@@H]1CCOCCC1)C1CCC(CC1)C(=O)N)F (1s,4s)-4-(8-(4-cyano-2,6-difluorophenylamino)-2-(oxepan-4-ylamino)-9H-purin-9-yl)cyclohexanecarboxamide